N[C@@H]1N(CCC1)C(=O)OC(C)(C)C tert-butyl (2R)-2-aminopyrrolidine-1-carboxylate